N1-(4-(5-bromo-3,3-dimethyl-2,3-dihydro-1H-pyrrolo[3,2-b]pyridin-1-yl)-1,3,5-triazin-2-yl)-N4-(2-(dimethylamino)ethyl)-2-methoxy-N4-methyl-5-nitrobenzene-1,4-diamine BrC1=CC=C2C(=N1)C(CN2C2=NC(=NC=N2)NC2=C(C=C(C(=C2)[N+](=O)[O-])N(C)CCN(C)C)OC)(C)C